BrC1=C(NC2=NN(C=3C2=NC=CC3)C)C=CC=C1C1=CC3=C(OCCO3)C=C1 3-(2-bromo-3-(1,4-benzodioxane-6-yl)anilino)-1-methylpyrazolo[4,5-b]Pyridine